(1S,4S,8R,9R,12S,13S,14S,16S)-9,14-dihydroxy-7,7-dimethyl-17-methylidene-3,10-dioxapentacyclo[14.2.1.01,13.04,12.08,12]nonadecane-2,18-dione O[C@H]1[C@@H]2C(CC[C@@H]3OC([C@@]45[C@H]([C@]32CO1)[C@H](C[C@@H](C(C4=O)=C)C5)O)=O)(C)C